ClC=1C=C(C=CC1Cl)C=1N=C(SC1SC(C)C)N1N=C(C(=C1C(=O)O)C1=CC(=CC(=C1)C(F)(F)F)OC)C 1-(4-(3,4-dichlorophenyl)-5-(isopropylthio)thiazol-2-yl)-4-(3-methoxy-5-(trifluoromethyl)phenyl)-3-methyl-1H-pyrazole-5-carboxylic acid